N1(CCN(CC1)CCCOCC(=O)OC(C)(C)C)CCCOCC(=O)OC(C)(C)C Di-tert-butyl 2,2'-((piperazine-1,4-diylbis(propane-3,1-diyl))bis(oxy))diacetate